3-[2-(3-fluoro-3-methyl-azetidin-1-yl)-2-oxo-ethyl]-7-(trifluoromethyl)pyrrolo[2,1-f][1,2,4]triazin-4-one FC1(CN(C1)C(CN1C=NN2C(C1=O)=CC=C2C(F)(F)F)=O)C